CC1(OB(OC1(C)C)C=1C=NN2C1CCCC2)C 3-(4,4,5,5-tetramethyl-1,3,2-dioxaborolan-2-yl)-4,5,6,7-tetrahydropyrazolo[1,5-a]pyridine